CCNC(=O)CC[C@@H](C(=O)[O-])[NH3+] The molecule is an amino acid zwitterion of N(5)-ethyl-L-glutamine arising from transfer of a proton from the carboxy to the amino group; major species at pH 7.3. It has a role as a plant metabolite. It is a tautomer of a N(5)-ethyl-L-glutamine.